(R)-2-(5-amino-2-(furan-2-yl)-7H-pyrazolo[4,3-e][1,2,4]triazolo[1,5-c]pyrimidin-7-yl)-(cis)-N-(3-hydroxy-3-methylcyclobutyl)-2-phenylpropanamide NC1=NC2=C(C=3N1N=C(N3)C=3OC=CC3)C=NN2[C@](C(=O)NC2CC(C2)(C)O)(C)C2=CC=CC=C2